C[C@@H]1CN(CCC1)C1=CC(=C(N=N1)NC1C[C@@H]2[C@@H](CN(C2)CC2CCOCC2)C1)C(F)(F)F (3aR,5s,6aS)-N-(6-((S)-3-methylpiperidin-1-yl)-4-(trifluoro-methyl)pyridazin-3-yl)-2-((tetrahydro-2H-pyran-4-yl)methyl)octahydro-cyclopenta[c]pyrrol-5-amine